2-((S)-1-[1,4]Dioxan-2-ylmethoxy)-9-(oxetan-3-yloxymethyl)-6,7-dihydro-pyrimido[6,1-a]isoquinolin-4-one O1[C@@H](COCC1)COC1=NC(N2C(C3=CC=C(C=C3CC2)COC2COC2)=C1)=O